5-(2-Isopropyl-4,5-dimethoxy-benzyl)-N*4*-(4-methanesulfonyl-cyclohexyl)-pyrimidine-2,4-diamine C(C)(C)C1=C(CC=2C(=NC(=NC2)N)NC2CCC(CC2)S(=O)(=O)C)C=C(C(=C1)OC)OC